N-(tert-butyl)-3-((2-((4-(4-((4-(2,4-dioxotetrahydropyrimidin-1(2H)-yl)-2-fluorobenzyl)(methyl)amino)piperidin-1-yl)phenyl)amino)-5-methylpyrimidin-4-yl)amino)benzenesulfonamide C(C)(C)(C)NS(=O)(=O)C1=CC(=CC=C1)NC1=NC(=NC=C1C)NC1=CC=C(C=C1)N1CCC(CC1)N(C)CC1=C(C=C(C=C1)N1C(NC(CC1)=O)=O)F